3-amino-5-benzoyl-6-methylbenzene-1,2,4-tricarboxylic acid NC1=C(C(=C(C(=C1C(=O)O)C(C1=CC=CC=C1)=O)C)C(=O)O)C(=O)O